FC(C=1C(=C(C=CC1)[C@@H](C)NC1=C2C(=NC=N1)N1C(C(=C2)C(=C)C(F)(F)F)=NC(=N1)C)F)F 6-{[(1R)-1-[3-(difluoromethyl)-2-fluorophenyl]ethyl]amino}-2-methyl-4-(3,3,3-trifluoroprop-1-en-2-yl)[1,2,4]triazolo[5',1':6,1]pyrido[2,3-d]pyrimidine